ClC1=CC=C(CN2C(=NC3=NC=C(C=C32)C=3C=CN2N=CN=C(C23)OC)CO)C=C1 (1-(4-chlorobenzyl)-6-(4-methoxypyrrolo[2,1-f][1,2,4]triazin-5-yl)-1H-imidazo[4,5-b]pyridin-2-yl)methanol